N1=C(C=CC=C1)N1N=CC=N1 2-(2-pyridyl)-triazole